5-phenyl-1-(p-tolylsulfonyl)pyrrolo[2,3-b]pyridine C1(=CC=CC=C1)C=1C=C2C(=NC1)N(C=C2)S(=O)(=O)C2=CC=C(C=C2)C